(E)-hex-4-en-1-ol C(CC\C=C\C)O